tert-butyl-3-(((2-(2,6-dioxopiperidin-3-yl)-1-oxoisoindolin-4-yl)methyl)carbamoyl)azetidine C(C)(C)(C)N1CC(C1)C(NCC1=C2CN(C(C2=CC=C1)=O)C1C(NC(CC1)=O)=O)=O